N[C@@H]1CN(CC1)CC1=CC=2C(=CN=C(C2C2=CC(=C(C#N)C=C2)F)C2=CC=C(C=C2)C2CC2)N1C (S)-4-(2-((3-aminopyrrolidin-1-yl)methyl)-5-(4-cyclopropylphenyl)-1-methyl-1H-pyrrolo[2,3-c]pyridin-4-yl)-2-fluorobenzonitrile